5-(7-chloro-4-(1H-imidazol-1-yl)quinolin-2-yl)-2-methoxynicotinic acid ClC1=CC=C2C(=CC(=NC2=C1)C=1C=NC(=C(C(=O)O)C1)OC)N1C=NC=C1